C(C)(C)(C)NC1=CC(=C2C(=N1)C=C(S2)C2=CC=NN2)NCC(=O)NC2CC2 2-(5-(tert-butylamino)-2-(1H-pyrazol-5-yl)thieno[3,2-b]pyridin-7-ylamino)-N-cyclopropylacetamide